2-AZABICYCLO[2.1.1]HEXANE-1-CARBOXYLIC ACID C12(NCC(C1)C2)C(=O)O